tert-butyl (4-(1-(2-(((tert-butyldimethylsilyl)oxy)methyl)-1H-imidazol-1-yl)ethyl)phenyl)carbamate [Si](C)(C)(C(C)(C)C)OCC=1N(C=CN1)C(C)C1=CC=C(C=C1)NC(OC(C)(C)C)=O